C[Si](NCC)(OC)OC methyldimethoxy(ethylamino)silane